NC1=C(C=CC(=N1)NC(CNC([O-])=O)=O)\N=N\C1=C(C=CC=C1)O (E)-(2-((6-amino-5-((2-hydroxyphenyl)diazenyl)pyridin-2-yl)amino)-2-oxoethyl)carbamate